diethyleneglycol diformate C(=O)OCCOCCOC=O